tert-butyl (S)-(2-chloro-7-methyl-6-((2-oxo-1,3-oxazinan-4-yl)methyl)thieno[3,2-d]pyrimidin-4-yl)(furan-2-ylmethyl)carbamate ClC=1N=C(C2=C(N1)C(=C(S2)C[C@H]2NC(OCC2)=O)C)N(C(OC(C)(C)C)=O)CC=2OC=CC2